ClC1=CC=C(C=C1)C(=O)C1=CN=NC(=C1)C1=CC=C(C=C1)Cl (4-Chlorophenyl)(6-(4-chlorophenyl)pyridazin-4-yl)methanone